octahydro-1H-cyclopenta[b]pyridin N1C2C(CCC1)CCC2